2,4,6-tris(4-(2,7-dibromo-9,9-dimethylacridine-10(9H)-yl)phenyl)-1,3,5-triazine BrC1=CC=2C(C3=CC(=CC=C3N(C2C=C1)C1=CC=C(C=C1)C1=NC(=NC(=N1)C1=CC=C(C=C1)N1C=2C=CC(=CC2C(C2=CC(=CC=C12)Br)(C)C)Br)C1=CC=C(C=C1)N1C=2C=CC(=CC2C(C2=CC(=CC=C12)Br)(C)C)Br)Br)(C)C